N-(methyl-d3)-4-((2-isopropoxy-4-(1-isopropyl-1H-pyrazol-4-yl)phenyl)amino)pyridazine-3-carboxamide Dimethyl-Naphthalate CC=1C(=C(C2=CC=CC=C2C1)C(=O)O)C.C(NC(=O)C=1N=NC=CC1NC1=C(C=C(C=C1)C=1C=NN(C1)C(C)C)OC(C)C)([2H])([2H])[2H]